guanylsulfamide C(N)(=N)NS(=O)(=O)N